racemic-methyl-((1R,3R)-2,2-difluoro-3-(2-iodoethyl) cyclopropyl) acetate C(C)(=O)O[C@]1(C([C@@H]1CCI)(F)F)C |r|